2-[2-(diethylamino)ethoxy]-N-propyl-acetamide C(C)N(CCOCC(=O)NCCC)CC